C(C=C)CCCCCC(C(=O)[O-])O Allylamylglycolat